(4-(((5-(4-aminophenyl)-4-methyl-4H-1,2,4-triazol-3-yl)thio)methyl)phenyl)boronic acid NC1=CC=C(C=C1)C=1N(C(=NN1)SCC1=CC=C(C=C1)B(O)O)C